ClC1=C(C=NN(C1=O)C)N[C@@H]1C[C@@H](CN(C1)C)C1=CC=C(C(=O)N2CCC3(CC2)CCN(CC3)C3=NC=CC(=C3)C3C(NC(CC3)=O)=O)C=C1 3-[2-[3-[4-[(3R,5R)-5-[(5-chloro-1-methyl-6-oxo-pyridazin-4-yl)amino]-1-methyl-3-piperidyl]benzoyl]-3,9-diazaspiro[5.5]undecan-9-yl]-4-pyridyl]piperidine-2,6-dione